N-hydroxy-2-(4-(1-propylcyclopropyl)phenyl)acetamidine ONC(CC1=CC=C(C=C1)C1(CC1)CCC)=N